ClC=1C(=CC(=C(C(=O)NS(=O)(=O)C2=C(C=C(C=C2)N[C@@H]2[C@H](CCCC2)N(C)C)F)C1)F)OCC1CCCC1 5-chloro-4-(cyclopentylmethoxy)-N-((4-(((1S,2S)-2-(dimethylamino)-cyclohexyl)amino)-2-fluorophenyl)sulfonyl)-2-fluorobenzamide